FC(C=1C(=NC=C(C1)C1=CC=NC2=CC(=CC=C12)F)OC[C@](CC(C)C)(N)C)F (S)-1-((3-(difluoromethyl)-5-(7-fluoroquinolin-4-yl)pyridin-2-yl)oxy)-2,4-dimethylpentan-2-amine